1,1,1,2,2,3,4,5,5,5-decafluoro-methoxy-4-(trifluoromethyl)pentane FC(OCC(C(C(C(F)(F)F)(C(F)(F)F)F)F)(F)F)(F)F